O1C=CC=2NC(C=CC21)=O furo[3,2-b]Pyridin-5(4H)-one